gamma-(ethylacryloxy)propyltriethylsilane tert-butyl-(R)-(1-(6-chloropyrazin-2-yl)piperidin-3-yl)carbamate C(C)(C)(C)N(C(O)=O)[C@H]1CN(CCC1)C1=NC(=CN=C1)Cl.C(C)C=CC(=O)OCCC[Si](CC)(CC)CC